3-(2-(3,6-Dihydro-2H-pyran-4-yl)phenyl)pentane-1,5-diol O1CCC(=CC1)C1=C(C=CC=C1)C(CCO)CCO